5-(3-chlorophenyl)-3-methoxy-2-picolinic acid ClC=1C=C(C=CC1)C=1C=C(C(=NC1)C(=O)O)OC